CC1=CC=2N(C=C1C1=NC(=CN=C1C)N1CCN(CC1)C(C)C1=CC=CC=C1)C=CN2 7-METHYL-6-(3-METHYL-6-(4-(1-PHENYLETHYL)PIPERAZIN-1-YL)PYRAZIN-2-YL)IMIDAZO[1,2-A]PYRIDINE